3-fluoro-5-(3-formylphenyl)-5,8,8-trimethyl-6-oxo-5,6,7,8,9,10-hexahydrobenzo[b][1,8]naphthyridine-4-carbonitrile FC1=C(C=2C(C3=C(NC2N=C1)CC(CC3=O)(C)C)(C)C3=CC(=CC=C3)C=O)C#N